2-((2-((4-(4-((3-(2,4-dioxotetrahydropyrimidin-1(2H)-yl)benzyl)(methyl)amino)piperidin-1-yl)-2-isopropoxy-5-methylphenyl)amino)-5-(trifluoromethyl)pyridin-4-yl)amino)-N-methylbenzamide O=C1N(CCC(N1)=O)C=1C=C(CN(C2CCN(CC2)C2=CC(=C(C=C2C)NC2=NC=C(C(=C2)NC2=C(C(=O)NC)C=CC=C2)C(F)(F)F)OC(C)C)C)C=CC1